(4S)-6-(7-(5-cyclopropyl-6-methyl-1H-indazol-4-yl)-8-fluoro-2-(((2R,7aS)-2-fluorotetrahydro-1H-pyrrolizin-7a(5H)-yl)methoxy)pyrido[4,3-d]pyrimidin-4-yl)-1-oxa-6-azaspiro[3.5]nonane C1(CC1)C=1C(=C2C=NNC2=CC1C)C1=C(C=2N=C(N=C(C2C=N1)N1C[C@@]2(CCO2)CCC1)OC[C@]12CCCN2C[C@@H](C1)F)F